anti-3-(methoxymethyl)-4-((4-(4-(trifluoromethyl)phenyl)phthalazin-1-yl)amino)tetrahydrofuran-3-ol COCC1(COCC1NC1=NN=C(C2=CC=CC=C12)C1=CC=C(C=C1)C(F)(F)F)O